BrC1=C(C=C(C=C1)S(=O)(=O)N[C@H](C(F)(F)F)CC)Cl (S)-4-bromo-3-chloro-N-(1,1,1-trifluorobut-2-yl)benzenesulfonamide